(S)-5-((R)-2-hydroxy-4-methylpentanoyl)-N-((S)-3-oxo-1-((S)-2-oxopiperidin-3-yl)-4-(2,3,5,6-tetrafluorophenoxy)butan-2-yl)-5-azaspiro[2.4]heptane-6-carboxamide O[C@@H](C(=O)N1CC2(CC2)C[C@H]1C(=O)N[C@@H](C[C@H]1C(NCCC1)=O)C(COC1=C(C(=CC(=C1F)F)F)F)=O)CC(C)C